CC1=C(C=C(C=C1)C(NC=1C=NC=C(C1)C(F)(F)F)=O)[C@H]1CN(CC1)C=1C=C2C(=NC1)NC=C2C(=O)NC2COC2 (S)-5-(3-(2-methyl-5-((5-(trifluoromethyl)pyridin-3-yl)carbamoyl)phenyl)pyrrolidin-1-yl)-N-(oxetan-3-yl)-1H-pyrrolo[2,3-b]pyridine-3-carboxamide